(5-((2,6-dioxopiperidin-3-yl)amino)-6-fluoropyridazin-3-yl)methyl methanesulfonate CS(=O)(=O)OCC=1N=NC(=C(C1)NC1C(NC(CC1)=O)=O)F